2-Chloro-6-methylpyrimidin-4-yl-amine ClC1=NC(=CC(=N1)N)C